C1(CCCCC1)N[SiH3] cyclohexylaminosilane